(S)-N-{2-[6-bromopyridine-2-yl]-1-[2-(1-isopropyl-1H-indazol-3-yl)phenyl]ethyl}-2-methylpropane-2-sulfinamide BrC1=CC=CC(=N1)CC(C1=C(C=CC=C1)C1=NN(C2=CC=CC=C12)C(C)C)N[S@@](=O)C(C)(C)C